CN(CCCNC(OC(C(CO)O)C(CO)O)=O)C 1,2,4,5-tetrahydroxypentan-3-yl N-[3-(dimethylamino)propyl]carbamate